BrC1=CC=C(C=C1)C1(COCC1)NC(OC(C)(C)C)=O Tert-butyl (3-(4-bromophenyl)tetrahydrofuran-3-yl)carbamate